CN1N=NN=C1NC(C1=C(N=C(C=C1)N(C(=O)N(C)C)C)C(F)(F)F)=O N-(1-methyl-1H-tetrazole-5-yl)-2-(trifluoromethyl)-6-(1,3,3-trimethylureido)nicotinamide